6-((S)-3-(3-Chloro-4-((1s,4S)-4-hydroxy-4-(trifluoromethyl)cyclohexyl)phenyl)-2-methylpropyl)-2-thia-6-azaspiro[3.4]octane 2,2-dioxide ClC=1C=C(C=CC1C1CCC(CC1)(C(F)(F)F)O)C[C@@H](CN1CC2(CS(C2)(=O)=O)CC1)C